N-((2-(6-((cis)-2,6-dimethylmorpholino)pyridin-2-yl)-1,6-naphthyridin-7-yl)methyl)-3,4-dimethyl-5-(morpholinosulfonyl)benzamide C[C@@H]1O[C@@H](CN(C1)C1=CC=CC(=N1)C1=NC2=CC(=NC=C2C=C1)CNC(C1=CC(=C(C(=C1)S(=O)(=O)N1CCOCC1)C)C)=O)C